4-((3-(2-(6-methylnicotinoyl)-2-azaspiro[3.3]hept-6-yl)ureido)methyl)benzamide nonyl-8-((7-((5,5-bis(((Z)-hept-4-en-1-yl)oxy)pentanoyl)oxy)heptyl)(2-hydroxyethyl)amino)octanoate C(CCCCCCCC)OC(CCCCCCCN(CCO)CCCCCCCOC(CCCC(OCCC\C=C/CC)OCCC\C=C/CC)=O)=O.CC1=NC=C(C(=O)N2CC3(C2)CC(C3)NC(NCC3=CC=C(C(=O)N)C=C3)=O)C=C1